tert-butyl((1S,3S)-3-((5-chloro-4-(pyrazolo[1,5-a]pyrimidin-5-yl)pyrimidin-2-yl)amino)cyclopentyl)carbamate C(C)(C)(C)OC(N[C@@H]1C[C@H](CC1)NC1=NC=C(C(=N1)C1=NC=2N(C=C1)N=CC2)Cl)=O